O[C@H](CC=O)CO D-3,4-Dihydroxybutyraldehyde